C(C)(C)(C)OC(=O)N1C[C@@H](CCC1)N1C(NC=2C=NC=CC21)=O (R)-3-(2-oxo-2,3-dihydro-1H-imidazo[4,5-c]pyridin-1-yl)piperidine-1-carboxylic acid tert-butyl ester